3-[3-chloro-2-(difluoromethoxy)anilino]-2-(3-{[(2S)-2-methyloxetan-2-yl]methoxy}pyridin-4-yl)-1,5,6,7-tetrahydro-4H-pyrrolo[3,2-c]pyridin-4-one ClC=1C(=C(NC2=C(NC3=C2C(NCC3)=O)C3=C(C=NC=C3)OC[C@]3(OCC3)C)C=CC1)OC(F)F